(S)-2-amino-3-(8-(1,6-dimethyl-2-oxo-1,2-dihydropyridin-3-yl)imidazo[1,2-a]pyridin-5-yl)propionic acid N[C@H](C(=O)O)CC1=CC=C(C=2N1C=CN2)C=2C(N(C(=CC2)C)C)=O